NC=1C=C(C(=CC1)CN(C)C)B(O)O 3-amino-6-(dimethylaminomethyl)phenylboronic acid